C(C1=CC=CC=C1)N1N=C2C=CC(=C(C2=C1)Cl)SC=1N=CC(=NC1)N1CCC2([C@@H]([C@@H](OC2)C)N)CC1 (3S,4S)-8-(5-((2-benzyl-4-chloro-2H-indazol-5-yl)thio)pyrazin-2-yl)-3-methyl-2-oxa-8-azaspiro[4.5]decane-4-amine